2-(4-chloro-2-isopropylpyrazol-3-yl)-8-({4-[1-cyclopropyl-4-(trifluoromethyl)imidazol-2-yl]phenyl}methyl)pyrido[2,3-d]pyrimidin-7-one ClC1=C(N(N=C1)C(C)C)C=1N=CC2=C(N1)N(C(C=C2)=O)CC2=CC=C(C=C2)C=2N(C=C(N2)C(F)(F)F)C2CC2